C(C)(C)(C)C=1C=C(C=C(C1O)C(C)(C)C)CCC(=O)C(C(N)N)(C)C(CCC1=CC(=C(C(=C1)C(C)(C)C)O)C(C)(C)C)=O bis(3-(3,5-di-tert-butyl-4-hydroxyphenyl)propionyl)propanediamine